C1(CC1)C1=CN(C=2N=CN=C(C21)N2CC(N(CC2)C(=O)OC(C)(C)C)C)C=2C=NC=C(C2)C tert-butyl 4-[5-cyclopropyl-7-(5-methylpyridin-3-yl)-7H-pyrrolo[2,3-d]pyrimidin-4-yl]-2-methylpiperazine-1-carboxylate